FC(C(C(C(F)(F)O)(F)F)(F)F)(F)O octafluorobutylene glycol